3-ISOBUTOXY-5-(TRIFLUOROMETHOXY)PHENYLBORONIC ACID C(C(C)C)OC=1C=C(C=C(C1)OC(F)(F)F)B(O)O